3-[2-({[3-fluoro-1-(3-fluoro(2-pyridyl))cyclobutyl]methyl}amino)-4-methoxypyrimidin-5-yl]benzamide FC1CC(C1)(C1=NC=CC=C1F)CNC1=NC=C(C(=N1)OC)C=1C=C(C(=O)N)C=CC1